(2S)-2-(4-chlorophenoxy)-N-(2-acetamidoethoxy)propanamide ClC1=CC=C(O[C@H](C(=O)NOCCNC(C)=O)C)C=C1